C1(=CC=CC=C1)N(C1=CC(=CC=C1)N)C1=CC=CC=C1 N1,N1-diphenylbenzene-1,3-diamine